BrC=1N=C(N(N1)C1=NC=C(C=N1)OCC(F)F)C(C)NC(C1=CC(=CC(=C1)C(F)(F)F)OCC(F)(F)F)=O N-[1-[5-bromo-2-[5-(2,2-difluoroethoxy)pyrimidin-2-yl]-1,2,4-triazol-3-yl]ethyl]-3-(2,2,2-trifluoroethoxy)-5-(trifluoromethyl)benzamide